OCC1=CC(=C(C(=C1)OC)CCCO)OC 3-(4-hydroxymethyl-2,6-dimethoxyphenyl)-propan-1-ol